1-[1-(2-fluoroacryloyl)azetidin-3-yl]-7-(1-oxophospholan-1-yl)-3-[6-(trifluoromethyl)pyridin-3-yl]-2,3-dihydro-1H-imidazo[4,5-b]pyridin-2-one FC(C(=O)N1CC(C1)N1C(N(C2=NC=CC(=C21)P2(CCCC2)=O)C=2C=NC(=CC2)C(F)(F)F)=O)=C